2-((5-(2-azidopropan-2-yl)-8-chloroisoquinolin-3-yl)amino)-7,7-dimethyl-7,8-dihydro-5H-pyrano[4,3-b]pyridin-5-one N(=[N+]=[N-])C(C)(C)C1=C2C=C(N=CC2=C(C=C1)Cl)NC1=CC=C2C(=N1)CC(OC2=O)(C)C